(3-bromo-4-phenyl-2-azetidinon-1-yl)adamantanecarboxamide BrC1C(N(C1C1=CC=CC=C1)C1C2(CC3CC(CC1C3)C2)C(=O)N)=O